ClC1(CC(=CC=C1)Cl)C1=CC=CC=C1 1,3-dichloro-1,1'-biphenyl